4-[4-(5-bromo-1-tetrahydropyran-2-yl-indazol-3-yl)-2-pyridyl]morpholine BrC=1C=C2C(=NN(C2=CC1)C1OCCCC1)C1=CC(=NC=C1)N1CCOCC1